chlorotriphenyl-tin Cl[Sn](C1=CC=CC=C1)(C1=CC=CC=C1)C1=CC=CC=C1